2-[[2-(4-Hydroxyanilino)-2-oxo-ethyl]sulfamoyl]-N-isopropylbenzamide OC1=CC=C(NC(CNS(=O)(=O)C2=C(C(=O)NC(C)C)C=CC=C2)=O)C=C1